C(CCCCCCCCCCC)[NH-] n-dodecylamide